ClC1=C(C=CC=C1)C1=CC=C(O1)C=C1OC2=C(C1=O)C=CC(=C2O)O 2-[[5-(2-Chlorophenyl)-2-furanyl]methylene]-6,7-dihydroxy-3(2H)-benzofuranone